2-chloro-N-(1-(5-(3-chloro-6-methoxypyrazolo[1,5-a]pyridin-4-yl)pyridin-2-yl)-4-methylpiperidin-4-yl)-5-fluorobenzamide ClC1=C(C(=O)NC2(CCN(CC2)C2=NC=C(C=C2)C=2C=3N(C=C(C2)OC)N=CC3Cl)C)C=C(C=C1)F